NC1=NC=CC=C1C=1C=C(SC1)CNC(=O)[C@H]1N(CC2(OCCO2)C1)C(CNC(C1=CC=C(C=C1)OC1=CC=C(C=C1)F)=O)=O (S)-N-((4-(2-aminopyridin-3-yl)thiophen-2-yl)methyl)-7-((4-(4-fluorophenoxy)benzoyl)glycyl)-1,4-dioxa-7-azaspiro[4.4]nonane-8-carboxamide